ClC1=C(C=CC=C1)C1=NN2C(NC(=CC2=O)C2=CC=C(C(=O)OC)C=C2)=C1C methyl 4-(2-(2-chlorophenyl)-3-methyl-7-oxo-4,7-dihydropyrazolo[1,5-a]pyrimidin-5-yl)benzoate